NCCCCSC1=C(C=NC2=CC(=C(C=C12)OC)OC)C#N 4-(4-aminobutyl)thio-6,7-dimethoxyquinoline-3-carbonitrile